1-(4-Methylphenyl)-2-(3,4,5-trimethoxyphenyl)ethan-1-one oxime CC1=CC=C(C=C1)C(CC1=CC(=C(C(=C1)OC)OC)OC)=NO